COC=1C=C(C=CC1OC)C=1N=C2N(C(C1)=O)C=C(C=C2C)N2CCC(CC2)NC 2-(3,4-Dimethoxyphenyl)-9-methyl-7-[4-(methylamino)piperidin-1-yl]-4H-pyrido[1,2-a]pyrimidin-4-one